methyl (5,5,5-trifluoropentyl) carbonate C(OC)(OCCCCC(F)(F)F)=O